C(C1=CC=CC=C1)O[C@H]1[C@@H](O[C@@H]([C@H]([C@@H]1OCC1=CC=C(C=C1)OC)OCC1=CC=CC=C1)CO)O[C@H]1[C@@H]([C@H]([C@H](OCC2=CC=CC=C2)O[C@@H]1COCC1=CC=CC=C1)N=[N+]=[N-])OCC1=CC=CC=C1 Benzyl 2,4-di-O-benzyl-3-O-p-methoxybenzyl-beta-D-glucopyranosyl-(1->4)-2-azido-3,6-di-O-benzyl-2-deoxy-beta-D-glucopyranoside